2-[3-(2-sulfanylethoxy)-2,2-bis(2-sulfanylethoxymethyl)propoxy]ethanethiol SCCOCC(COCCS)(COCCS)COCCS